5-(4-methylphenyl)mercapto-1,3,4-oxadiazole CC1=CC=C(C=C1)SC1=NN=CO1